COC=1C=C(\C=N\NC(CN2N=NC(=C2)C2=CC=CC=C2)=O)C=CC1OC (E)-N'-(3,4-dimethoxybenzylidene)-2-(4-phenyl-1H-1,2,3-triazol-1-yl)acethydrazide